4-cyclobutylmagnesium chloride C1CCC1[Mg]Cl